FC1=C(C=CC=C1)C1=NOC(=N1)C1CCN(CC1)C(CC1=NON=C1C)=O 1-(4-(3-(2-fluorophenyl)-1,2,4-oxadiazol-5-yl)piperidin-1-yl)-2-(4-methyl-1,2,5-oxadiazol-3-yl)ethan-1-one